C1(CC1)C(CN1[C@@](CN2C1=NC(=C(C2=O)F)N2[C@@H](COCC2)C)(C(F)(F)F)C)=O (S)-1-(2-Cyclopropyl-2-oxoethyl)-6-fluoro-2-methyl-7-((R)-3-methylmorpholin-4-yl)-2-trifluoromethyl-2,3-dihydro-1H-imidazo[1,2-a]-pyrimidin-5-one